di(pentadecan-7-yl) 3,3'-(((1-(2-((2-hydroxyethyl)(methyl)amino)ethyl)-1H-pyrazol-4-yl)methyl)azanediyl)dipropionate OCCN(CCN1N=CC(=C1)CN(CCC(=O)OC(CCCCCC)CCCCCCCC)CCC(=O)OC(CCCCCC)CCCCCCCC)C